3-((2-(3,3-difluoropyrrolidine-1-carbonyl)-3-hydroxypyridin-4-yl)amino)-4-((2,6,6-trimethyl-4,5,6,7-tetrahydrobenzo[d]thiazol-7-yl)amino)cyclobut-3-ene-1,2-dione FC1(CN(CC1)C(=O)C1=NC=CC(=C1O)NC=1C(C(C1NC1C(CCC=2N=C(SC21)C)(C)C)=O)=O)F